6-amino-9-(4-(((4-aminobutyl)amino)methyl)-2-methoxybenzyl)-2-ethoxy-9H-purin-8-ol NC1=C2N=C(N(C2=NC(=N1)OCC)CC1=C(C=C(C=C1)CNCCCCN)OC)O